2-chloro-6-nitroquinoline ClC1=NC2=CC=C(C=C2C=C1)[N+](=O)[O-]